C1(CC1)CN1N=CC=2C1=CN=C(C2)C(C(=O)N)C (1-(cyclopropylmethyl)-1H-pyrazolo[3,4-c]pyridin-5-yl)propanamide